N1(C=CC=2C1=CN=CC2)C=2N=CC1=CC(=CC=C1C2)OCCOCCOCCOCCOC=2C=C1C(N(C(C1=CC2)=O)C2C(NC(CC2)=O)=O)=O 5-(2-(2-(2-(2-((3-(1H-pyrrolo[2,3-c]pyridin-1-yl)isoquinolin-7-yl)oxy)ethoxy)ethoxy)ethoxy)ethoxy)-2-(2,6-dioxopiperidin-3-yl)isoindoline-1,3-dione